C(C)OC(=O)C=1N=CC2=CC=C(C=C2C1)C1CCOCC1 6-(Tetrahydro-2H-pyran-4-yl)isoquinoline-3-carboxylic acid ethyl ester